ClC1=CC=C(C(=N1)C)N[C@H](C)C=1C=C(C=C2C(C(=C(OC12)C=1C=NN(C1)C1COC1)C)=O)C 8-[(1R)-1-[(6-Chloro-2-methyl-3-pyridyl)amino]ethyl]-3,6-dimethyl-2-[1-(oxetan-3-yl)pyrazol-4-yl]chromen-4-one